ClC1=NC=C(C=C1C(C)=O)F 1-(2-Chloro-5-fluoropyridin-3-yl)ethan-1-one